tert-butyl (S)-(1'-(6-(4-fluorophenoxy)pyrido[2,3-b]pyrazin-2-yl)-1,3-dihydrospiro[indene-2,4'-piperidin]-1-yl)carbamate FC1=CC=C(OC=2C=CC=3C(=NC=C(N3)N3CCC4(CC3)[C@@H](C3=CC=CC=C3C4)NC(OC(C)(C)C)=O)N2)C=C1